(rac)-ethyl 4-(3-{[N-(tert-butoxycarbonyl)-S-methylsulfonimidoyl]methyl}-5-nitrophenoxy)butanoate C(C)(C)(C)OC(=O)N=[S@@](=O)(C)CC=1C=C(OCCCC(=O)OCC)C=C(C1)[N+](=O)[O-] |r|